C(C=1C(=C(C=CC1C(C)(C)C)O)C(C)(C)C)C=1C(=C(C=CC1C(C)(C)C)O)C(C)(C)C methylenebis(2,4-di-tert-butylphenol)